N-(2,6-dimethyl-4-(pyrrolidin-1-yl)phenyl)-2-(5-chloro-thiophen-2-yl)acetamide CC1=C(C(=CC(=C1)N1CCCC1)C)NC(CC=1SC(=CC1)Cl)=O